N-[(1R,2S)-2-hydroxy-2-methyl-indan-1-yl]-4-(2-imino-4,4-dimethyl-6-oxo-hexahydropyrimidin-1-yl)-3-methoxy-chromane-6-carboxamide O[C@@]1([C@@H](C2=CC=CC=C2C1)NC(=O)C=1C=C2C(C(COC2=CC1)OC)N1C(NC(CC1=O)(C)C)=N)C